(S)-(2,3,4,5,6-pentafluoro-phenoxy)-(p-methoxy-phenoxy)-phosphoramide FC1=C(ON(P(=O)(N)N)OC2=CC=C(C=C2)OC)C(=C(C(=C1F)F)F)F